(3R,4R)-1-cyclobutyl-4-{[5-(2,4-difluoro-phenyl)-isoxazole-3-carbonyl]-amino}-piperidine-3-carboxylic acid dimethylamide CN(C(=O)[C@@H]1CN(CC[C@H]1NC(=O)C1=NOC(=C1)C1=C(C=C(C=C1)F)F)C1CCC1)C